(2-cyano-2-(2-(3,5-dichloro-4-((6-isopropoxypyridin-3-yl)oxy)phenyl)hydrazono)acetyl)carbamate C(#N)C(C(=O)NC([O-])=O)=NNC1=CC(=C(C(=C1)Cl)OC=1C=NC(=CC1)OC(C)C)Cl